(4-vinylphenyl)indene C(=C)C1=CC=C(C=C1)C1C=CC2=CC=CC=C12